ClC1=C(OC2=C1C=CC=C2)C(=O)O 3-chlorobenzofuran-2-carboxylic acid